C(C)C1=CC=C(C=C1)P(C1=CC=C(C=C1)CC)C1=CC=C(C=C1)CC tri(4-ethylphenyl)phosphine